(S)-4-((3-fluoropyridin-2-yl)thio)-6-(5-methyl-1-(piperidin-3-ylmethyl)-1H-pyrazol-4-yl)pyrazolo[1,5-a]pyridine-3-carbonitrile FC=1C(=NC=CC1)SC=1C=2N(C=C(C1)C=1C=NN(C1C)C[C@@H]1CNCCC1)N=CC2C#N